(1'R,2'S,3'S,6'R,7'S)-4'-(tert-butoxycarbonyl)-4'-azaspiro[cyclopropane-1,10'-tricyclo[5.2.1.0^{2,6}]decan] C(C)(C)(C)OC(=O)N1C[C@H]2[C@H]3CC[C@@H]([C@H]2C1)C31CC1